N-(2-((4-nitrophenyl)ethynyl)phenyl)methanesulfonamide [N+](=O)([O-])C1=CC=C(C=C1)C#CC1=C(C=CC=C1)NS(=O)(=O)C